phosphoric acid acetic anhydride C(C)(=O)OP(O)(O)=O